C(#N)N1C[C@]2(CC[C@H]2C1)NC(=O)C1=NNC(=C1)C1=C(C=CC=C1)OC1=CC=CC=C1 N-((1R,5S)-3-cyano-3-azabicyclo[3.2.0]heptan-1-yl)-5-(2-phenoxyphenyl)-1H-pyrazole-3-carboxamide